(3R,4R)-8-(8-((2-amino-3-chloropyridin-4-yl)thio)-[1,2,4]triazolo[4,3-c]pyrimidin-5-yl)-3-methyl-2-oxa-8-aza-spiro[4.5]decan-4-amine NC1=NC=CC(=C1Cl)SC=1C=2N(C(=NC1)N1CCC3([C@H]([C@H](OC3)C)N)CC1)C=NN2